(2-fluoro-5-nitro-3-(trifluoromethyl)phenyl)methanol ethyl-3-fluoro-1H-pyrazole-5-carboxylate C(C)N1N=C(C=C1C(=O)OCC1=C(C(=CC(=C1)[N+](=O)[O-])C(F)(F)F)F)F